N1C=CC2=CC=C(C=C12)CN1CCC2(CC1)COC1=C3CN(C(C3=CC=C12)=O)C1C(NC(CC1)=O)=O 3-(1'-((1H-indol-6-yl)methyl)-6-oxo-6,8-dihydro-2H,7H-spiro[furo[2,3-e]isoindole-3,4'-piperidin]-7-yl)piperidine-2,6-dione